N[C@H](C(C1CC1)C1CC1)C=1OC2=C(N1)C=CC=C2 2-((R)-1-amino-2,2-dicyclopropylethyl)benzo[d]oxazol